C(C)(C)(C)NC(CN(C)C=1C2=C(N=C(N1)C=1C=C3C(=CN1)OC=C3)CCC2)=O N-tert-butyl-2-[(2-{furo[2,3-c]pyridin-5-yl}-5H,6H,7H-cyclopenta[d]pyrimidin-4-yl)(methyl)amino]acetamide